4-triisopropylsilyloxybenzoic acid [3-methyl-4-[(E)-3-[4-(6-triisopropylsilyloxyhexyloxy)-phenyl] prop-2-enoyl] oxy-phenyl] ester CC=1C=C(C=CC1OC(\C=C\C1=CC=C(C=C1)OCCCCCCO[Si](C(C)C)(C(C)C)C(C)C)=O)OC(C1=CC=C(C=C1)O[Si](C(C)C)(C(C)C)C(C)C)=O